2-(((tert-butoxycarbonyl)amino)methyl)thiophene-3-carboxylic acid C(C)(C)(C)OC(=O)NCC=1SC=CC1C(=O)O